ClC1=CC=C(C(=O)N[C@@H](C(=O)NC2=CC=C(C=C2)I)C)C=C1 (R)-4-Chloro-N-(1-((4-iodophenyl)amino)-1-oxopropan-2-yl)benzamide